cis-tert-butyl 3-hydroxy-4-methylpyrrolidine-1-carboxylate O[C@@H]1CN(C[C@@H]1C)C(=O)OC(C)(C)C